6-(2-chlorophenyl)-2-(4-methyl-1-piperazinylmethylene)-8-nitro-2H-imidazo[1,2-a][1,4]-benzodiazepin-1(4H)-one ClC1=C(C=CC=C1)C1=NCC=2N(C3=C1C=C(C=C3)[N+](=O)[O-])C(C(N2)=CN2CCN(CC2)C)=O